C1(CCC1)CN(CCOC=1C=C2C=CC(=NC2=CC1OC)C)C 6-(2-((cyclobutylmethyl)(methyl)amino)ethoxy)-7-methoxy-2-methylquinoline